6-(thiophen-2-yl)pyridin S1C(=CC=C1)C1=CC=CC=N1